4-((1E,3E)-4-(5-methoxy-6-[11C]methoxybenzo[d]thiazole-2-yl)buta-1,3-dienyl)-N-isopropylaniline COC=1C(=CC2=C(N=C(S2)/C=C/C=C/C2=CC=C(NC(C)C)C=C2)C1)O[11CH3]